6-acetyl-8-cyclopentyl-2-((5-(4-((6-(hydroxymethyl)pyridin-3-yl)methyl)piperazin-1-yl)pyridin-2-yl)amino)-5-methylpyrido[2,3-d]pyrimidin-7(8H)-one C(C)(=O)C1=C(C2=C(N=C(N=C2)NC2=NC=C(C=C2)N2CCN(CC2)CC=2C=NC(=CC2)CO)N(C1=O)C1CCCC1)C